4-((5-((2-Butyl-4-(3-chlorophenyl)-5-oxopiperazin-1-yl)methyl)-1H-imidazol-1-yl)methyl)benzonitrile C(CCC)C1N(CC(N(C1)C1=CC(=CC=C1)Cl)=O)CC1=CN=CN1CC1=CC=C(C#N)C=C1